FC1=C(C=CC=C1C(C)(C)C1=CN=C(N1)C1=C(C=CC(=C1)OC=1C(=C2C=CNC2=CC1)C)F)CCC(=O)O 3-(2-fluoro-3-(2-(2-(2-fluoro-5-((4-methyl-1H-indol-5-yl)oxy)phenyl)-1H-imidazol-5-yl)propan-2-yl)phenyl)propanoic acid